C(C(=O)C)=O Pyruvaldehyd